2-(4-(((6-(cyclopropyl((3-methyl-2-oxo-2,3-dihydrobenzo[d]oxazol-6-yl)methyl)amino)-5-fluoropyrimidin-4-yl)amino)methyl)-4-fluoropiperidin-1-yl)acetamide C1(CC1)N(C1=C(C(=NC=N1)NCC1(CCN(CC1)CC(=O)N)F)F)CC1=CC2=C(N(C(O2)=O)C)C=C1